NCC=1N=CSC1C1=CC=C(C=C1)[C@H](C)NC(OC(C)(C)C)=O tert-butyl N-[(1S)-1-[4-[4-(aminomethyl)thiazol-5-yl]phenyl]ethyl]carbamate